COC(C(=O)O)(C(F)(F)F)C1=CC=CC=C1 α-methoxy-α-(trifluoromethyl)phenylacetic acid